C(C)NC[C@@H](C)OC=1N(N=CC1C=1C=C2C(=NN(C2=CC1F)C1OCCCC1)C=C)C (2R)-N-ethyl-2-[4-(6-fluoro-1-tetrahydropyran-2-yl-3-vinyl-indazol-5-yl)-2-methyl-pyrazol-3-yl]oxy-propan-1-amine